Methyl (3S)-1-(4-{4-bromo-6-[(1R)-1-methyl-1,2,3,4-tetrahydroisoquinoline-2-carbonyl]-1,3-benzoxazol-2-yl}-3-fluorophenyl)pyrrolidine-3-carboxylate BrC1=CC(=CC2=C1N=C(O2)C2=C(C=C(C=C2)N2C[C@H](CC2)C(=O)OC)F)C(=O)N2[C@@H](C1=CC=CC=C1CC2)C